(S)-1-(5-cyano-1H-pyrrole-2-carbonyl)-N-(3,4,5-trifluorophenyl)pyrrolidine-3-carboxamide C(#N)C1=CC=C(N1)C(=O)N1C[C@H](CC1)C(=O)NC1=CC(=C(C(=C1)F)F)F